1-bromo-3-methoxy-benzene BrC1=CC(=CC=C1)OC